CN1N=C(C=C1)C(=O)N1CC2=C(C=C(C=C2CC1)C=1C=C2C(=NC1)NC=C2C)[C@H]2N(CCC2)C(=O)[O-] (S)-2-(2-(1-methyl-1H-pyrazole-3-carbonyl)-6-(3-methyl-1H-pyrrolo[2,3-b]pyridine-5-yl)-1,2,3,4-tetrahydroisoquinolin-8-yl)pyrrolidine-1-carboxylate